C(C)(=O)C=1C(=C(C=CC1)C(C(=O)N(C)C)(F)F)F 2-(3-acetyl-2-fluoro-phenyl)-2,2-difluoro-N,N-dimethyl-acetamide